C1(=CC=C(C=C1)C1CC=NN1C(=O)C12CC(C1)(C2)COC=2N=CC(=NC2)C#N)C 5-((3-(5-(p-Tolyl)-4,5-dihydro-1H-pyrazole-1-carbonyl)bicyclo[1.1.1]pentan-1-yl)methoxy)pyrazine-2-carbonitrile